CC(C)C[C@@H](C(=O)NC1=CC2=CC=CC=C2C(=C1)OC)N The molecule is an L-leucine derivative that is the amide obtained by formal condensation of the carboxy group of L-leucine with the amino group of 4-methoxy-2-naphthylamine. It has a role as a chromogenic compound. It is an amino acid amide, a L-leucine derivative, an aromatic amide, a member of naphthalenes and an aromatic ether.